C(C)(C)N1C=C(C=2C1=CN=CC2)C2=CC(=NC=C2)N 4-(1-isopropyl-1H-pyrrolo[2,3-c]pyridin-3-yl)pyridin-2-amine